4-((3S,5S)-3,5-dimethylpiperazin-1-yl)-N-(7-fluoro-2-methyl-2H-indazol-5-yl)-2-(pyrrolidin-3-ylmethoxy)benzo[d]thiazole-7-carboxamide bis(2,2,2-trifluoroacetate) FC(C(=O)O)(F)F.FC(C(=O)O)(F)F.C[C@H]1CN(C[C@@H](N1)C)C1=CC=C(C2=C1N=C(S2)OCC2CNCC2)C(=O)NC2=CC1=CN(N=C1C(=C2)F)C